NC1=NC=NN2C1=C(C=C2C2=CN=C(O2)CN(C)C)C2=CC(=C(C=C2)NC(OC(C)(C)C)=O)OC tert-Butyl (4-(4-amino-7-(2-((dimethylamino)methyl)oxazol-5-yl)pyrrolo[2,1-F][1,2,4]triazin-5-yl)-2-methoxyphenyl)carbamate